FC=1C=C(C=CC1)C1=CC2=C(N=C3C(=NC(N3)=O)O2)C=C1 6-(3-fluorophenyl)-1,4-benzoxazinoimidazolone